COCC1OCCC1 Methoxymethyl-Tetrahydrofuran